5-{[(3R)-3-[(2-Ethoxy-2-oxoethyl)(methyl)amino]pyrrolidin-1-yl]methyl}pyridine-2-carboxylic acid dihydrochloride Cl.Cl.C(C)OC(CN([C@H]1CN(CC1)CC=1C=CC(=NC1)C(=O)O)C)=O